CC(C(=O)NN)(C)C 2,2-dimethylpropanehydrazide